C(CC)C1=CC=C(C=C1)OC(OC1=CC=C(C=C1)CCC)=O.C1(=CCCC1)C=1C=C(C=CC1)C1=CC=C(C=C1)N1CCN(CC1)C(=O)NC=1N=C(SC1)C#C 4-(3'-(cyclopent-1-en-1-yl)-[1,1'-biphenyl]-4-yl)-N-(2-ethynylthiazol-4-yl)piperazine-1-carboxamide di-(4-n-propylphenyl)carbonate